3-(1-cyclopropylpyrazol-4-yl)-8-methoxy-2-(trifluoromethyl)pyrido[1,2-a]pyrimidin-4-one C1(CC1)N1N=CC(=C1)C1=C(N=C2N(C1=O)C=CC(=C2)OC)C(F)(F)F